2-[[2-(3-chloro-4-pyridyl)-2-methyl-propanoyl]amino]-4-[[3-fluoro-2-methoxy-propyl]-[4-(5,6,7,8-tetrahydro-1,8-naphthyridin-2-yl)butyl]amino]butanoic acid ClC=1C=NC=CC1C(C(=O)NC(C(=O)O)CCN(CCCCC1=NC=2NCCCC2C=C1)CC(CF)OC)(C)C